Benzyl-3-[[5-isobutyl-3-[4-[(2-methylimidazol-1-yl)methyl]phenyl]-2-thienyl]sulfonyl]urea C(C1=CC=CC=C1)NC(=O)NS(=O)(=O)C=1SC(=CC1C1=CC=C(C=C1)CN1C(=NC=C1)C)CC(C)C